1,5,7-trimethyl-4-oxo-N-(trans-4-phenylcyclohexyl)-4,5-dihydro-1H-pyrazolo[4,3-c]pyridine-3-carboxamide CN1N=C(C=2C(N(C=C(C21)C)C)=O)C(=O)N[C@@H]2CC[C@H](CC2)C2=CC=CC=C2